acryloyloxypropyl-ethoxydimethylsilane ethyl-2-(2-((4-((5'-chloro-6-(((4-cyanotetrahydro-2H-pyran-4-yl)methyl)amino)-[2,4'-bipyridin]-2'-yl)amino)cyclohexyl)amino)propoxy)acetate C(C)OC(COCC(C)NC1CCC(CC1)NC1=NC=C(C(=C1)C1=NC(=CC=C1)NCC1(CCOCC1)C#N)Cl)=O.C(C=C)(=O)OCCC[Si](C)(C)OCC